CC=1C=C(C=NNC2=C3N=CN(C3=NC(=N2)N2CCOCC2)CC(=O)C2=CC=C(C=C2)C(F)(F)F)C=CC1 2-(6-(2-(3-methylbenzylidene)hydrazinyl)-2-morpholino-9H-purin-9-yl)-1-(4-(trifluoromethyl)phenyl)ethan-1-one